(4aR,8aS)-6-[3-[4-[(3,6-dimethyl-2-pyridinyl)oxy]phenyl]azetidine-1-carbonyl]-4,4a,5,7,8,8a-hexahydropyrido[4,3-b][1,4]oxazin-3-one CC=1C(=NC(=CC1)C)OC1=CC=C(C=C1)C1CN(C1)C(=O)N1C[C@@H]2[C@@H](OCC(N2)=O)CC1